N1(CCC1)C/C=C/C(=O)N(C)[C@H](C(=O)NCCC=1C=C(C=CC1)NC=1C(=NC(=C(N1)N(C)C)CC)C(=O)N)C (S,E)-3-((3-(2-(2-(4-(azetidin-1-yl)-N-methylbut-2-enamido)propanamido)ethyl)phenyl)amino)-5-(dimethylamino)-6-ethylpyrazine-2-carboxamide